COC(OC)[SiH2]CCC(F)(F)F dimethoxymethyl-trifluoropropyl-silane